Cl.Cl.C1(=CC=CC=C1)[C@H]1[C@@H](CNC1)C(=O)NC1=CC=C(C=C1)C=1C=NC=CC1 |r| (±)-trans-4-phenyl-N-[4-(pyrid-3-yl)phenyl]Pyrrolidine-3-carboxamide dihydrochloride